FC(OC=1C=CC(=NC1)C1=C(C(N(C2=NC=CC=C12)CC1=CC=C(C=C1)F)=O)C(=O)NC1CC2(C1)CCC2)F (5-(difluoromethoxy)pyridin-2-yl)-1-(4-fluorophenylmethyl)-2-oxo-N-(spiro[3.3]hept-2-yl)-1,2-dihydro-1,8-naphthyridine-3-carboxamide